(2E,3Z)-5-([1-(2,4-dichlorophenyl)-1H-pyrazol-3-yl]oxy)-2-(methoxyimino)-N,3-dimethylpent-3-enamide ClC1=C(C=CC(=C1)Cl)N1N=C(C=C1)OC\C=C(/C(/C(=O)NC)=N\OC)\C